(4-((4-ethylphenyl)amino)-7H-pyrrolo[2,3-d]pyrimidin-7-yl)-2-(((1r,4r)-4-hydroxycyclohexyl)amino)benzamide C(C)C1=CC=C(C=C1)NC=1C2=C(N=CN1)N(C=C2)C=2C(=C(C(=O)N)C=CC2)NC2CCC(CC2)O